(2S,5R)-5-(2-chlorophenyl)-1-(4-(5-methoxypyrimidin-4-yl)benzoyl)pyrrolidine-2-carboxylic acid ClC1=C(C=CC=C1)[C@H]1CC[C@H](N1C(C1=CC=C(C=C1)C1=NC=NC=C1OC)=O)C(=O)O